FC1=C(C=CC=C1)C1=CC=C(C=C1)CCCNC(=O)C1=NOC(=C1)C N-(3-(2'-fluoro-[1,1'-biphenyl]-4-yl)propyl)-5-methylisoxazole-3-carboxamide